BrC1=CC(=NC=C1OC)[C@@H](C)N([S@](=O)C(C)(C)C)CC (R)-N-((R)-1-(4-bromo-5-methoxypyridin-2-yl)ethyl)-N-ethyl-2-methylpropane-2-sulfinamide